C1(CC1)S(=O)(=O)NC1=CC=CC(=N1)CC(=O)OCC Ethyl 2-(6-(cyclopropanesulfonamido)pyridin-2-yl)acetate